3'-methyl-3-(5-methyl-1,2,4-oxadiazol-3-yl)-4-pentyl-[1,1'-biphenyl]-2,6-diol CC=1C=C(C=CC1)C=1C(=C(C(=CC1O)CCCCC)C1=NOC(=N1)C)O